N-ethyl-3-(4-methoxyphenyl)-N-(thiophen-2-ylmethyl)propenamide C(C)N(C(C=CC1=CC=C(C=C1)OC)=O)CC=1SC=CC1